OC1(CCN(CC1)C(=O)OC(C)(C)C)C=1N=NN(C1)[C@@H]1CC[C@H](CC1)C1=NN=C(N1C)COC1=CC(=CC=C1)C(C)C tert-Butyl 4-hydroxy-4-{1-[trans-4-(4-methyl-5-{[3-(propan-2-yl)phenoxy]methyl}-4H-1,2,4-triazol-3-yl)cyclohexyl]-1H-1,2,3-triazol-4-yl}piperidine-1-carboxylate